7-chlorodibenzo[b,d]furan-4-carbaldehyde ClC1=CC2=C(C3=C(O2)C(=CC=C3)C=O)C=C1